C(C)(=O)C=1C2=CC=CC=C2C=2C=CC=CC2C1 9-acetylphenanthrene